(3-{[2-(4-chlorophenyl)-2-hydroxyethyl]amino}bicyclo[1.1.1]pentan-1-yl)-2-(3,4-dichlorophenoxy)acetamide ClC1=CC=C(C=C1)C(CNC12CC(C1)(C2)C(C(=O)N)OC2=CC(=C(C=C2)Cl)Cl)O